di(2-ethylhexyl)norbornene-2,3-dicarboxylic acid C(C)C(CC12C(=C(C(CC1)(C2)CC(CCCC)CC)C(=O)O)C(=O)O)CCCC